COC1=CC=C(C=C1)CNC(=O)C1OC(CC1)=O N-[(4-methoxyphenyl)methyl]-5-oxooxolane-2-carboxamide